C(=C)[SiH](C)C vinyldimethylsilan